C(C)OCCN1N=C(C(=C1)NC(=O)C=1N=C(SC1)C=1C=NNC1C(F)(F)F)C1=NC=CC=C1 N-(1-(2-ethoxyethyl)-3-(pyridin-2-yl)-1H-pyrazol-4-yl)-2-(5-(trifluoromethyl)-1H-pyrazol-4-yl)thiazole-4-carboxamide